C1CCC2=C(C=3CCCC3C=C12)NC(=O)N=[S@@](=O)(N)C=1C=NN2C1OC[C@H](C2)CNC (S,6S)-N'-((1,2,3,5,6,7-hexahydro-s-indacen-4-yl)carbamoyl)-6-((methylamino)methyl)-6,7-dihydro-5H-pyrazolo[5,1-b][1,3]oxazine-3-sulfonimidamide